4-((2-hydroxyethyl)sulfonamido)-N-(2-oxo-1-(3-(trifluoromethyl)cyclopentyl)-1,2-dihydropyridin-3-yl)-2-(6-azaspiro[2.5]octan-6-yl)benzamide OCCS(=O)(=O)NC1=CC(=C(C(=O)NC=2C(N(C=CC2)C2CC(CC2)C(F)(F)F)=O)C=C1)N1CCC2(CC2)CC1